R-5-[2-(2-chloro-6-fluorophenyl)-5-(4-fluorophenyl)-3H-imidazol-4-yl]-3-(1,2,2-trimethylpropyl)-3H-imidazo[4,5-b]pyridin-2-ylamine mesylate S(C)(=O)(=O)O.ClC1=C(C(=CC=C1)F)C1=NC(=C(N1)C1=CC=C2C(=N1)N(C(=N2)N)[C@@H](C(C)(C)C)C)C2=CC=C(C=C2)F